2-[4-(5-Amino-1-tert-butyl-4-cyanopyrazol-3-yl)phenyl]-N-(3-[3-methylbicyclo[1.1.1]pentan-1-yl]-1,2-oxazol-5-yl)acetamide NC1=C(C(=NN1C(C)(C)C)C1=CC=C(C=C1)CC(=O)NC1=CC(=NO1)C12CC(C1)(C2)C)C#N